C1(CC1)C1(NC(NC1=O)=O)[C@@H](C)NC(OC(C)(C)C)=O tert-Butyl ((1R)-1-(4-cyclopropyl-2,5-dioxoimidazolidin-4-yl)ethyl)carbamate